COC(=O)C1=NC=NC=C1 Pyrimidine-4-carboxylic acid methyl ester